ClC1=NNC=C1C1=CC=C2C(=CN(C2=C1)C[C@@H]1N(CC1)CC(F)(F)F)C(=O)[C@@H]1COC2=CC=C(C=C2C1)OC (6-(3-chloro-1H-pyrazol-4-yl)-1-(((R)-1-(2,2,2-trifluoroethyl)azetidin-2-yl)methyl)-1H-indol-3-yl)((S)-6-methoxychroman-3-yl)methanone